FC(C(=O)O)(F)F.C1NCC12CC(C2)C=CC2=NOC(=C2)C(F)(F)F 3-(2-(2-azaspiro[3.3]heptan-6-yl)vinyl)-5-(trifluoromethyl)isoxazole 2,2,2-trifluoroacetate